2-methoxyphenyl-4-chlorobenzenesulfonate COC1=C(C=CC=C1)OS(=O)(=O)C1=CC=C(C=C1)Cl